CS(=O)(=O)\C=C/CN (Z)-3-(methylsulfonyl)prop-2-en-1-amine